(3S,4S)-4-((6-(6-(difluoromethyl)imidazo[1,2-a]pyridin-3-yl)pyridin-2-yl)amino)pyrrolidin-3-ol FC(C=1C=CC=2N(C1)C(=CN2)C2=CC=CC(=N2)N[C@@H]2[C@H](CNC2)O)F